NCCC(=O)N1CCN(CC1)C(=O)C1=C(C=C(NC=2C=3N(C=CN2)C(=CN3)C=3C(=NN(C3)CC#N)C(F)(F)F)C=C1)Cl 2-[4-[8-[4-[4-(3-aminopropanoyl)piperazine-1-carbonyl]-3-chloroanilino]imidazo[1,2-a]pyrazin-3-yl]-3-(trifluoromethyl)pyrazol-1-yl]acetonitrile